C1=CC=CC=2C3=CC=CC=C3C(C12)COC(=O)N[C@H](C(=O)N[C@H](C(=O)NC=1C=CC(=C(C1)S(=O)(=O)[O-])COC(=O)OC1=CC=C(C=C1)[N+](=O)[O-])CCCNC(=O)N)C(C)C.[Na+] sodium 5-[[(2S)-2-[[(2S)-2-(9H-fluoren-9-ylmethoxycarbonylamino)-3-methyl-butanoyl]amino]-5-ureido-pentanoyl]amino]-2-[(4-nitrophenoxy) carbonyl oxymethyl]benzenesulfonate